ClC1=C2C=CC=NC2=C(C(=C1)C(NC(CCC)=O)C1=CC(=CC=C1)OCCCCCCNC(COC1=C2C(N(C(C2=CC=C1)=O)C1C(NC(CC1)=O)=O)=O)=O)O N-((5-chloro-8-hydroxyquinolin-7-yl)(3-((6-(2-((2-(2,6-dioxopiperidin-3-yl)-1,3-dioxoisoindolin-4-yl)oxy)-acetamido)hexyl)-oxy)phenyl)methyl)-butyramide